[Cl-].[Cl-].C[Si](=[Hf+2](C1=C(C=C2SC(C(=C21)C2=C(C=CC(=C2)C)C)C)C)C2=C(C=C1SC(C(=C12)C1=C(C=CC(=C1)C)C)C)C)C Dimethylsilylenebis(2,5-dimethyl-3-(2,5-dimethylphenyl)-cyclopenta[b]thienyl)hafnium dichloride